1-(2-morpholino-5-nitropyridin-4-yl)-1H-pyrazol-5-amine O1CCN(CC1)C1=NC=C(C(=C1)N1N=CC=C1N)[N+](=O)[O-]